C(C=C)(=O)N1CCN(CC1)C1=NC(=C(C=2CN(CCC12)C1=CC=CC2=CC=CC=C12)C#N)N1CCCCC1 1-(4-acryloylpiperazin-1-yl)-6-(naphthalen-1-yl)-3-(piperidin-1-yl)-5,6,7,8-tetrahydro-2,6-naphthyridine-4-carbonitrile